CC1=C(C=C(C=C1)C(NC1=CC(=C(C=C1)CN1CCN(CC1)C)C(F)(F)F)=O)C1=C(C(=O)N)C=CN=C1 (2-methyl-5-((4-((4-methylpiperazin-1-yl)methyl)-3-(trifluoromethyl)phenyl)carbamoyl)phenyl)isonicotinamide